S1C(=CC=C1)C(=O)N Thiophencarboxamid